4-chloro-5-methyl-isothiazole-3-carboxylic acid ClC=1C(=NSC1C)C(=O)O